NC1=NC=CC=C1C1=NC=2C(=NC(=CC2)N2N=CC=C2)N1C=1C=C2CC[C@@H](C2=CC1)N1C(=NC2=CC(=C(C=C2C1=O)C=O)OC)C 3-[(1S)-5-[2-(2-aminopyridin-3-yl)-5-(pyrazol-1-yl)imidazo[4,5-b]pyridin-3-yl]-2,3-dihydro-1H-inden-1-yl]-7-methoxy-2-methyl-4-oxoquinazoline-6-carbaldehyde